C[C@@H]1CN2C(O1)=NC(=C2C)C=2C=C(C=CC2F)S(=O)(=O)N(C)CC2=CC=C(C=C2)OC (R)-3-(2,5-dimethyl-2,3-dihydroimidazo[2,1-B]oxazol-6-yl)-4-fluoro-N-(4-methoxybenzyl)-N-methylbenzenesulfonamide